5-(trifluoromethyl)-N-(2-(Trifluoromethyl)pyridin-4-yl)-1H-pyrazole-4-carboxamide FC(C1=C(C=NN1)C(=O)NC1=CC(=NC=C1)C(F)(F)F)(F)F